O[C@H]1C[C@H](CCC1)N1C(C2=CC=CC=C2C1=O)=O 2-[(1S,3R)-3-hydroxycyclohexyl]isoindoline-1,3-dione